(3S,4R)-3-fluoro-1-(4-((5-((R)-1-hydroxypropan-2-yl)-8-((2R,3S)-2-methyl-3-((methylsulfonyl)methyl)azetidin-1-yl)isoquinolin-3-yl)amino)pyrimidin-2-yl)-4-methylpiperidin-4-ol F[C@H]1CN(CC[C@]1(O)C)C1=NC=CC(=N1)NC=1N=CC2=C(C=CC(=C2C1)[C@H](CO)C)N1[C@@H]([C@H](C1)CS(=O)(=O)C)C